C1(=CC=CC=C1)C#CC=1C=C(SC1)C1=CC=CC=C1 4-phenylethynyl-[2-phenyl]thiophene